N-(5-((3-(thiazol-2-ylmethyl)piperidin-1-yl)methyl)thiazol-2-yl)acetamide S1C(=NC=C1)CC1CN(CCC1)CC1=CN=C(S1)NC(C)=O